FC1(OC2=C(O1)C=CC=C2N2CCCC2)F 1-(2,2-difluorobenzo[d][1,3]dioxol-4-yl)pyrrolidin